FC1=CC(=C(CN2C=CC3=C(C=C(C=C23)C2=CN(C3=C(N=CC=C32)O)C)NS(=O)(=O)CC)C=C1)C N-(1-(4-fluoro-2-methylbenzyl)-6-(7-hydroxy-1-methyl-1H-pyrrolo[2,3-c]pyridin-3-yl)-1H-indol-4-yl)ethanesulfonamide